CN1N=C(C(=C1C)C=1C=NN2C1C=C(C=C2)C2=CC(=CO2)C(=O)OCOC(C(C)(C)C)=O)C 2,2-dimethylpropanoyloxymethyl 5-[3-(1,3,5-trimethylpyrazol-4-yl)pyrazolo[1,5-a]pyridin-5-yl]furan-3-carboxylate